CN1CC2(C1)CCC(CC2)C(=O)N[C@H](CCCCCC(CC)=O)C=2NC(=CN2)C2=CC=CC=C2 (R)-2-methyl-N-(7-oxo-1-(5-phenyl-1H-imidazol-2-yl)nonyl)-2-azaspiro[3.5]nonane-7-carboxamide